1-cyclohexyl-3-phenyl-1H-pyrrole-2,5-dione C1(CCCCC1)N1C(C(=CC1=O)C1=CC=CC=C1)=O